5-bromo-6-fluorobenzo[d]oxazole-2(3H)-thione BrC=1C(=CC2=C(NC(O2)=S)C1)F